COC=1C=C2CCN(CC2=CC1NC=1N=C(C2=C(N1)NC=C2C2=CC=CC=C2)NC2=C(C=CC=C2)S(=O)(=O)N(C)C)C 2-((2-((6-methoxy-2-methyl-1,2,3,4-tetrahydroisoquinolin-7-yl)amino)-5-phenyl-7H-pyrrolo[2,3-d]pyrimidin-4-yl)amino)-N,N-dimethylbenzenesulfonamide